O=C1NC(CCC1N1C(C2=CC=C(C=C2C1)C(=O)N)=O)=O 2,6-dioxopiperidin-3-yl-1-oxoisoindoline-5-carboxamide